3-((5-methoxy-2,3-dihydro-1H-indol-1-yl)carbonyl)-1,5,7-trimethyl-1,5-dihydro-4H-pyrrolo[3,2-c]pyridin-4-one COC=1C=C2CCN(C2=CC1)C(=O)C1=CN(C2=C1C(N(C=C2C)C)=O)C